tert-butyl (1R,5S)-3-(7-bromo-2-chloro-6-(trifluoromethyl)quinazolin-4-yl)-3,8-diazabicyclo[3.2.1]octane-8-carboxylate BrC1=C(C=C2C(=NC(=NC2=C1)Cl)N1C[C@H]2CC[C@@H](C1)N2C(=O)OC(C)(C)C)C(F)(F)F